2-(2H-benzotriazol-2-yl)-6-decyl-4-butylphenol N=1N(N=C2C1C=CC=C2)C2=C(C(=CC(=C2)CCCC)CCCCCCCCCC)O